The molecule is a benzo[5,6]cyclohepta[1,2-b]pyridine having a 1-methylpiperidin-4-ylidene group at the 11-position. It has a role as a H1-receptor antagonist and an anti-allergic agent. It is a benzocycloheptapyridine and a tertiary amine. CN1CCC(=C2C3=CC=CC=C3CCC4=C2N=CC=C4)CC1